(e)-3,4-diamino-2-methoxybenzamide NC=1C(=C(C(=O)N)C=CC1N)OC